BrC1=NC(=NC2=CC=C(C=C12)Cl)Cl bromo-2,6-dichloroquinazoline